C12([C@@H](CC3=CC=CC=C13)C[C@H](CO)C)CCC1(CC2)OCCO1 (2R)-3-[(2''R)-2'',3''-dihydro-dispiro[[1,3]dioxolane-2,1'-cyclohexane-4',1''-indene]-2''-yl]-2-methylpropan-1-ol